O(C1=CC=CC=C1)N(P(=O)(N)N)CCOCC1=C(C=C(C=C1)C)C phenoxy-N-(2-(2,4-dimethylbenzyloxy)ethyl)-phosphoramide